C(#N)C(C)(C)N=NC(C#N)(C)C 2-(2-cyanopropan-2-yldiazenyl)-2-methylpropanenitrile